CC=1C=NN(C1)CC1=CC=C(C=C1)CC=1C=C(C=NC1)C(=O)N 5-({4-[(4-methylpyrazol-1-yl)methyl]phenyl}methyl)pyridine-3-carboxamide